(1R,5S)-3-(5-cyano-6-(2-(3-hydroxynaphthalen-1-yl)ethoxy)-2-(methylthio)pyrimidin-4-yl)-3,8-diazabicyclo[3.2.1]octane-8-carboxylic acid tert-butyl ester C(C)(C)(C)OC(=O)N1[C@H]2CN(C[C@@H]1CC2)C2=NC(=NC(=C2C#N)OCCC2=CC(=CC1=CC=CC=C21)O)SC